methyl (1R,4S)-2-[4-(1,3-benzoxazol-2-yl)-5-methoxy-1-methyl-6-oxopyrimidin-2-yl]-4-methyl-1-phenyl-3,4-dihydro-1H-isoquinoline-6-carboxylate O1C(=NC2=C1C=CC=C2)C=2N=C(N(C(C2OC)=O)C)N2[C@@H](C1=CC=C(C=C1[C@@H](C2)C)C(=O)OC)C2=CC=CC=C2